Furfurylamin C(C1=CC=CO1)N